4-[6-(methoxycarbonyl)pyridin-3-yl]piperazine-1-carboxylic acid tert-butyl ester C(C)(C)(C)OC(=O)N1CCN(CC1)C=1C=NC(=CC1)C(=O)OC